ClC1=C(C=CC=C1)CCN 2-(2-chlorophenyl)ethane-1-amine